7-methoxy-N-[1-(pyridin-4-yl)piperidin-4-yl]-6-[3-(pyrrolidin-1-yl)propoxy]-1,2,3,4-tetrahydroacridin-9-amine COC1=C(C=C2N=C3CCCCC3=C(C2=C1)NC1CCN(CC1)C1=CC=NC=C1)OCCCN1CCCC1